N1N=NN=C1OC1=CC2=C(C(=CO2)C(=O)O)C=C1F 6-((1H-tetrazol-5-yl)oxy)-5-fluorobenzofuran-3-carboxylic acid